C[C@H]1[C@@H](C[C@H]([C@@H](O1)O[C@H](C)CCC(=O)O)O)OC(=O)C2=CNC3=CC=CC=C32 The molecule is a 4-O-(1H-indol-3-ylcarbonyl)ascaroside derived from (4R)-4-hydroxypentanoic acid. It is a metabolite of the nematode Caenorhabditis elegans. It has a role as a Caenorhabditis elegans metabolite. It is a 4-O-(1H-indol-3-ylcarbonyl)ascaroside, a monocarboxylic acid and an (omega-1)-hydroxy fatty acid ascaroside. It derives from an ascr#9 and a (4R)-4-hydroxypentanoic acid.